C1(CC1)[C@H](C)N1C(C2=C(C=C(C=C2C1)C1=NC2=C(C(=NN2C=C1)N)C(=O)NCCCO)C(F)(F)F)=O 2-[(S)-1-cyclopropylethyl]-5-{2-amino-3-[(3-hydroxypropanylamino)carbonyl]-1,4,7a-triaza-5-indenyl}-7-(trifluoromethyl)-1-isoindolinone